FC1=CC=C(C=C1)N(C(=O)[C@H]1N(CC[C@@H]1O)C(=O)OC(C)(C)C)C tert-butyl (2S,3S)-2-[(4-fluorophenyl)(methyl)carbamoyl]-3-hydroxypyrrolidine-1-carboxylate